N-methyl-2-amino-m-hydroxyacetophenone hydrochloride Cl.CNCC(=O)C1=CC(=CC=C1)O